dimethylolvinyl-urea C(O)C(=CNC(=O)N)CO